C1(CCCC1)OC=1C(=C(C=C(C1)C1=C(C=CC(=C1)C)S(=O)(=O)[O-])C1=C(C=CC(=C1)C)S(=O)(=O)[O-])C=O 5-(cyclopentyloxy)-4-formyl-1,3-phenylenebis(4-methylbenzenesulfonate)